2-{[(2S,4S)-4-({2-[(2-cyano-4-fluorophenoxy)methyl]pyrimidin-4-yl}oxy)-2-methylpiperidin-1-yl]methyl}-1-{[(2S)-oxetan-2-yl]methyl}-1H-1,3-benzodiazole-6-carboxylic acid C(#N)C1=C(OCC2=NC=CC(=N2)O[C@@H]2C[C@@H](N(CC2)CC2=NC3=C(N2C[C@H]2OCC2)C=C(C=C3)C(=O)O)C)C=CC(=C1)F